BrC=1C(=NC(=NC1)NC1=C(C=C(C(=C1)CC)N1CCC(CC1)N1CCN(CC1)C)OC)NC=1C=NC2=CC=CC=C2C1NS(=O)(=O)C N-(3-((5-bromo-2-((5-ethyl-2-methoxy-4-(4-(4-methylpiperazin-1-yl)piperidin-1-yl)phenyl)amino)pyrimidin-4-yl)amino)quinolin-4-yl)methanesulfonamide